(2R)-3-(allylsulfanyl)-2-[(4S)-4-(allylsulfanylmethyl)-6-formyl-3-oxo-3,4-dihydropyrrolo[1,2-a]pyrazin-2(1H)-yl]propionic acid C(C=C)SC[C@@H](C(=O)O)N1CC=2N([C@@H](C1=O)CSCC=C)C(=CC2)C=O